1-(4-(3H-imidazo[4,5-b]pyridin-7-yl)-1H-pyrazole-1-carbonyl)pyrrolidine-3-carbonitrile N1=CNC2=NC=CC(=C21)C=2C=NN(C2)C(=O)N2CC(CC2)C#N